COC=1C=C2C(=NC(=NC2=CC1OCC1CNCCC1)N1CCN(CCC1)C)NC1CCN(CC1)C 6-methoxy-2-(4-methyl-1,4-diazepan-1-yl)-N-(1-methylpiperidin-4-yl)-7-(piperidin-3-ylmethoxy)quinazolin-4-amine